ethylenebis(diethyldithiocarbamate) C(CN(C([SH-]CC)=S)CC)N(C([SH-]CC)=S)CC